FCNC(=S)N fluoromethylthiourea